CC1=CC=C(C=2C3=CC=CC=C3N(C12)C1=C(C=C(C(=C1C)OC)C)NS(=O)(=O)C1=CC=C(C=C1)C)C N-(2-(1,4-dimethyl-9H-carbazol-9-yl)-4-methoxy-3,5-dimethylphenyl)-4-methylbenzenesulfonamide